BrC=1C=C(SC1)C(CCCCC(=O)OC)=O methyl 6-(4-bromothien-2-yl)-6-oxohexanoate